tert-butyl (1R,5S,6R)-6-((2-(8-(benzylthio)imidazo[1,5-a]pyridin-3-yl)propan-2-yl)carbamoyl)-3-azabicyclo[3.1.0]hexane-3-carboxylate C(C1=CC=CC=C1)SC=1C=2N(C=CC1)C(=NC2)C(C)(C)NC(=O)C2[C@H]1CN(C[C@@H]21)C(=O)OC(C)(C)C